methyl 2,3,4,9-tetrahydro-1H-carbazole-6-carboxylate C1CCCC=2C3=CC(=CC=C3NC12)C(=O)OC